tert-butyl (R)-(1-benzylpiperidin-3-yl)(cyclobutylmethyl)carbamate C(C1=CC=CC=C1)N1C[C@@H](CCC1)N(C(OC(C)(C)C)=O)CC1CCC1